[5-(3-isopropyl-1,2,4-triazol-1-yl)-2-methoxy-phenyl]methanone C(C)(C)C1=NN(C=N1)C=1C=CC(=C(C1)C=O)OC